(3S*,4R*)-4-(2-fluoro-4-methoxy-phenyl)-2-oxopyrrolidine-3-carboxylic acid methyl ester COC(=O)[C@@H]1C(NC[C@H]1C1=C(C=C(C=C1)OC)F)=O |o1:4,8|